C(C)(=O)C1=C(C2=C(N=C(N=C2)NC2=CC=C(C=N2)CN2CC(CCC2)N2CCN(CC2)C=2C=C(C=CC2)C2C(NC(CC2)=O)=O)N(C1=O)C1CCCC1)C 3-(3-(4-(1-((6-((6-acetyl-8-cyclopentyl-5-methyl-7-oxo-7,8-dihydropyrido[2,3-d]pyrimidin-2-yl)amino)pyridin-3-yl)methyl)piperidin-3-yl)piperazin-1-yl)phenyl)piperidine-2,6-dione